FC1(C(C1NC(=O)C=1C=C2C=C(N=NC2=C(C1)OC)C)(O)C1=NC(=C(C(=C1)C(C)(C)O)F)C1=CC=C(C=C1)F)F (+)-N-{3,3-difluoro-2-[5-fluoro-6-(4-fluorophenyl)-4-(2-hydroxypropan-2-yl)pyridin-2-yl]-2-hydroxyCyclopropyl}-8-methoxy-3-methylcinnoline-6-carboxamide